COC(=O)[C@H]1N(C[C@H](CC1)O)C(=O)OC(C)(C)C (2S,5S)-1-(tert-butyloxycarbonyl)-5-hydroxy-piperidine-2-carboxylic acid methyl ester